ClC1=C(C=C(C=N1)N1CCN(CC1)C)F 1-(6-chloro-5-fluoropyridin-3-yl)-4-methylpiperazine